ClC=1N=CC2=C(N1)NC(C2(C)C)=O 2-chloro-5,7-dihydro-5,5-dimethyl-6H-pyrrolo[2,3-d]pyrimidin-6-one